BrC=1C=C(N(C)C)C=C(C1)OC1CC1 3-bromo-5-cyclopropoxy-N,N-dimethylaniline